O1CC(CC1)CC1=NC=2C(=NC=CC2C2CCN(CC2)C(=O)C2=CC=C(C=C2)OC(F)(F)F)N1 [4-[2-(tetrahydrofuran-3-ylmethyl)-3H-imidazo[4,5-b]pyridin-7-yl]-1-piperidyl]-[4-(trifluoromethoxy)phenyl]methanone